7-amino-N-(1-methylcyclopropyl)naphthalene-2-sulfonamide hydrochloride Cl.NC1=CC=C2C=CC(=CC2=C1)S(=O)(=O)NC1(CC1)C